2,4'-methylenediisocyanate C(N=C=O)N=C=O